N[C@H](C(=O)O)CC1=CC(=C(C=C1)F)Cl (2S)-2-amino-3-(3-chloro-4-fluoro-phenyl)propanoic acid